8-(2,4-dimethoxyphenyl)-2-(methylthio)-7-oxo-7,8-dihydropyrido[2,3-d]pyrimidin-5-yl trifluoromethanesulfonate FC(S(=O)(=O)OC1=CC(N(C=2N=C(N=CC21)SC)C2=C(C=C(C=C2)OC)OC)=O)(F)F